((2R-7aS)-2-fluorotetrahydro-1H-pyrrolizin-7a(5H)-yl)methanol F[C@@H]1C[C@@]2(CCCN2C1)CO